ClC1=CC(=NC2=CC=CC=C12)C=CC=1OC(=CC1)[N+](=O)[O-] 4-chloro-2-(2-(5-nitrofuran-2-yl)vinyl)quinoline